N-(4-(4-amino-2-chloro-3-methylphenoxy)pyridin-2-yl)cyclopropanecarboxamide sodium triacetoxyborohydride C(C)(=O)O[BH-](OC(C)=O)OC(C)=O.[Na+].NC1=C(C(=C(OC2=CC(=NC=C2)NC(=O)C2CC2)C=C1)Cl)C